ClC1=CC=C(S1)COC1=C(C(=NN1C(=O)C1=COC=C1)C1CN(CC1C)S(=O)(=O)N1CC(CC1)O)F 1-[(3-{5-[(5-chlorothiophen-2-yl)methoxy]-4-fluoro-1-(furan-3-carbonyl)-1H-pyrazol-3-yl}-4-methylpyrrolidin-1-yl)sulfonyl]pyrrolidin-3-ol